C(C)(C)(C)OC(=O)N(C(OC(C)(C)C)=O)C=1C=NC=C(C1C)C=1C=C2C=C(N=CC2=C(C1F)Cl)NC(NC1CCCC1)=O tert-Butyl N-tert-butoxycarbonyl-N-[5-[8-chloro-3-(cyclopentylcarbamoylamino)-7-fluoro-6-isoquinolyl]-4-methyl-3-pyridyl]carbamate